thallium tetrakis(3,5-difluorophenyl)borate FC=1C=C(C=C(C1)F)[B-](C1=CC(=CC(=C1)F)F)(C1=CC(=CC(=C1)F)F)C1=CC(=CC(=C1)F)F.[Tl+]